acryloyloxybutyl-3-phosphonopropionate C(C=C)(=O)OCCCCOC(CCP(=O)(O)O)=O